F[C@H]1[C@@H](O[C@@H]([C@H]1O)CO)N1C=2N=CNC(C2N=C1)=O 9-((2R,3R,4R,5R)-3-fluoro-4-hydroxy-5-(hydroxymethyl)tetrahydrofuran-2-yl)-1,9-dihydro-6H-purin-6-one